C(C)(C)(C)N(C(O)=O)[C@@H](C)C1=CC(=CC=C1)NC(C1=CN=CC(=C1)C)=O.N1=CC(=CC=C1)C1C(C(C1C=1C=NC=CC1)C=1C=NC=CC1)C=1C=NC=CC1 1,2,3,4-tetrakis(3-pyridyl)cyclobutane tert-butyl-(S)-(1-(3-(5-methylnicotinamido)phenyl)ethyl)carbamate